2-[(6S)-6-methyl-5-[(3,4,5-trifluorophenyl)carbamoyl]-6,7-dihydro-4H-pyrazolo[1,5-a]pyrazin-3-yl]-1,1-dioxo-1,2,5-thiadiazine-5-carboxylic acid benzyl ester C(C1=CC=CC=C1)OC(=O)N1C=CN(S(C1)(=O)=O)C=1C=NN2C1CN([C@H](C2)C)C(NC2=CC(=C(C(=C2)F)F)F)=O